C(C)(C)(C)C1=C(C=C(C(=N1)O)C#N)C(F)(F)F 6-tert-butyl-2-hydroxy-5-(trifluoromethyl)pyridine-3-carbonitrile